O1C(=NC=C1)CCC(=O)OC methyl 3-oxazol-2-ylpropanoate